N-(3-chlorophenyl)-N-((5-(hydrazinocarbonyl)pyridin-2-yl)methyl)thiomorpholine-4-carboxamide 1,1-dioxide ClC=1C=C(C=CC1)N(C(=O)N1CCS(CC1)(=O)=O)CC1=NC=C(C=C1)C(=O)NN